C(C)(C)(C)OC(N(CC1=C(C=C(C=C1)C1=NC=CC=C1)F)C1=CC(=NC=2N1N=CC2CC)Cl)=O (5-chloro-3-ethylpyrazolo[1,5-a]pyrimidin-7-yl)(2-fluoro-4-(pyridin-2-yl)benzyl)carbamic acid tert-butyl ester